3-(5-bromo-1H-indol-3-yl)-3-oxopropionitrile BrC=1C=C2C(=CNC2=CC1)C(CC#N)=O